BrC1=C(C(=CC2=C(N(N=C12)C)C#C[Si](C(C)C)(C(C)C)C(C)C)[N+](=O)[O-])C(=O)C1=C(C=CC(=C1)F)Cl (7-bromo-2-methyl-5-nitro-3-[[tri(prop-2-yl)silyl]ethynyl]indazol-6-yl)(2-chloro-5-fluorophenyl)methanone